(1R,5S,6r)-6-(4-Bromo-1-oxoisoindolin-2-yl)-N-(3-methoxy-4-methylphenyl)bicyclo[3.1.0]hexane-3-carboxamide BrC1=C2CN(C(C2=CC=C1)=O)C1[C@H]2CC(C[C@@H]12)C(=O)NC1=CC(=C(C=C1)C)OC